isopropylaminotrimethyl-silane C(C)(C)N[Si](C)(C)C